N1C(=CC2=NC=C3C(=C21)COC3)C(=O)N 6,8-dihydro-1H-furo[3,4-d]pyrrolo[3,2-b]pyridine-2-carboxamide